propylethyldimethyl-ammonium chloride [Cl-].C(CC)[N+](C)(C)CC